[N].N1N=NN=CC2=C1C=CC=C2 benzotriazazepine nitrogen